C1(CC1)OC1=CC(=CC2=C1N=C(S2)N2[C@@H]1C[C@H]([C@H](C2=O)C1)OCC=1C(=NOC1C1CC1)C1=C(C=CC=C1Cl)Cl)C(=O)O 4-cyclopropoxy-2-[(1s,4r,5r)-5-{[5-cyclopropyl-3-(2,6-dichlorophenyl)-1,2-oxazol-4-yl]methoxy}-3-oxo-2-azabicyclo[2.2.1]heptan-2-yl]-1,3-benzothiazole-6-carboxylic acid